C(#N)C(C)(C1=CN=C(N1)C1=C(C=CC(=C1)OC1=C(C2=C(NC=N2)C=C1F)F)F)C=1C=C(C=CC1)CCC(=O)O 3-(3-(1-cyano-1-(2-(5-((4,6-difluoro-1H-benzo[d]imidazol-5-yl)oxy)-2-fluorophenyl)-1H-imidazol-5-yl)ethyl)phenyl)propanoic acid